4-(2-chloro-6-methoxyphenyl)-N-(5-(4-cyanophenyl)thiazolo[5,4-b]pyridin-2-yl)-6-methylnicotinamide ClC1=C(C(=CC=C1)OC)C1=CC(=NC=C1C(=O)NC=1SC2=NC(=CC=C2N1)C1=CC=C(C=C1)C#N)C